pentyl 2-amino-3-[(thiophene-3-sulfonyl)amino]propanoate NC(C(=O)OCCCCC)CNS(=O)(=O)C1=CSC=C1